N-(2-((3R,4S)-3-fluoro-4-methoxy-3-methylpiperidin-1-yl)pyrimidin-4-yl)-5-isopropyl-8-((2R,3S)-2-methyl-3-(((R)-methylsulfinyl)methyl)azetidin-1-yl)isoquinolin-3-amine F[C@@]1(CN(CC[C@@H]1OC)C1=NC=CC(=N1)NC=1N=CC2=C(C=CC(=C2C1)C(C)C)N1[C@@H]([C@H](C1)C[S@](=O)C)C)C